Bis-Boc-7-(4,4,5,5-tetramethyl-1,3,2-dioxaborolan-2-yl)-[1,2,4]triazolo[1,5-a]pyridin-2-amine C(=O)(OC(C)(C)C)C=1C(=CC=2N(C1C(=O)OC(C)(C)C)N=C(N2)N)B2OC(C(O2)(C)C)(C)C